N-[5-fluoro-2-(methoxymethyl)pyridin-3-yl]prop-2-enamide FC=1C=C(C(=NC1)COC)NC(C=C)=O